C1(CC1)C1CN(C1)[C@@H]1[C@H](CCCC1)OC=1C(=C2CN(C(C2=CC1)=O)C1C(NC(CC1)=O)=O)F 3-(5-(((1S,2S)-2-(3-cyclopropylazetidin-1-yl)cyclohexyl)oxy)-4-fluoro-1-oxoisoindolin-2-yl)piperidine-2,6-dione